COC1=CC=C(C=N1)[C@@H](CC(=O)O)N1N=C(C=C1)OCCCC1=NC=2NCCCC2C=C1 |r| (±)-3-(6-methoxypyridin-3-yl)-3-(3-(3-(5,6,7,8-tetrahydro-1,8-naphthyridin-2-yl)propoxy)-1H-pyrazol-1-yl)propionic acid